C(CCC)C1(N(C(C=2C=CCCC12)=O)C1=NC=CC=N1)O 3-butyl-3-hydroxy-2-pyrimidin-2-yl-2,3,4,5-tetrahydro-1H-isoindol-1-one